FC=1C=C(C=CC1F)[C@H](NC(=O)N1[C@@H](C(NCC1)=O)C)[C@@H]1CC[C@H](CC1)C(F)(F)F |o1:8| (2R)-N-((R or S)-(3,4-difluoro-phenyl)(trans-4-(trifluoromethyl)cyclohexyl)methyl)-2-methyl-3-oxo-piperazine-1-carboxamide